tolylsulfonic acid isocyanate C1(=C(C=CC=C1)S(=O)(=O)N=C=O)C